C(C)(C)(C)OC(NC1CCC(CC1)C(NCC1=NC=C(C=C1)C(F)(F)F)=O)=O ((1r,4r)-4-(((5-(trifluoromethyl)pyridin-2-yl)methyl)carbamoyl)cyclohexyl)carbamic acid tert-butyl ester